3-(4,5-dimethylthiazol-2-yl)-2,5-diphenyl-tetrazolium CC=1N=C(SC1C)N1N([NH2+]C(=N1)C1=CC=CC=C1)C1=CC=CC=C1